BrC1=C(C=C(C(=N1)C)N)C 6-bromo-2,5-dimethylpyridine-3-amine